oxazolyl-(oxazole) O1C(=NC=C1)C=1OC=CN1